3-(pyridin-4-yl)-1-(3,5,6-trimethylpyrazin-2-yl)-1H-pyrazol-5-ol N1=CC=C(C=C1)C1=NN(C(=C1)O)C1=NC(=C(N=C1C)C)C